FC1([C@@H]([C@H](CCC1)N1CCN(CC1)C(C)C)NC(=O)N1CCC(CC1)C1=NC=CC=C1)F |r| rac-N-{(1R,6S)-2,2-difluoro-6-[4-(propan-2-yl)piperazin-1-yl]cyclohexyl}-4-(pyridin-2-yl)piperidine-1-carboxamide